C(#N)CP(CCCC)(CCCC)CCCC cyanomethyltributyl-phosphorane